FC1(CC(C1)[NH3+])F 3,3-difluorocyclobutyl-ammonium